n-butylether C(CCC)OCCCC